C(=O)(O)C1=CC=C(C=C1)N1N=C(C(C(=C1)C)=O)C(=O)O 1-(4-carboxyphenyl)-5-methyl-4-oxo-1,4-dihydropyridazine-3-carboxylic acid